CC1=NC2=CC3=C(C=C2C(N1)=O)N(C(C31CN(C(O1)=O)C)=O)C 2',3,6'-trimethyl-3',6'-dihydrospiro[oxazolidine-5,8'-pyrrolo[2,3-g]quinazoline]-2,4',7'-trione